(2S,4R)-4-Hydroxy-N-(2-methoxy-5-(4-(trifluoromethyl)phenoxy)-phenyl)pyrrolidine-2-carboxamide O[C@@H]1C[C@H](NC1)C(=O)NC1=C(C=CC(=C1)OC1=CC=C(C=C1)C(F)(F)F)OC